ethyl 5-(m-phenoxyphenyl)-1-{[2-(trimethylsilyl)ethoxy]methyl}-1H-imidazole-2-carboxylate O(C1=CC=CC=C1)C=1C=C(C=CC1)C1=CN=C(N1COCC[Si](C)(C)C)C(=O)OCC